[Cl-].C(CCCCCCCCCCCCCCCCCC)[N+](C)(C)C nonadecyl-trimethyl-ammonium chloride